ISOCHINOLIN-4-ON C1=NCC(C2=CC=CC=C12)=O